(P)-1-(5-FLUORO-2-METHOXY-4-((1R,2R)-2-((TRIFLUOROMETHOXY)METHYL)CYCLOPROPYL)PHENYL)-N-(ISOXAZOL-3-YL)-2-OXO-1,2-DIHYDROQUINOLINE-6-SULFONAMIDE FC=1C(=CC(=C(C1)N1C(C=CC2=CC(=CC=C12)S(=O)(=O)NC1=NOC=C1)=O)OC)[C@H]1[C@@H](C1)COC(F)(F)F